C(\C=C/C(=O)O)(=O)O.NC1=NC(=C(C=C1C(=O)NCC1=CC=C(C=C1)O[C@@H](C(F)(F)F)C)N1N=C(N=C1)C(F)(F)F)N 2,6-diamino-5-[3-(trifluoromethyl)-1H-1,2,4-triazol-1-yl]-N-(4-{[(2R)-1,1,1-Trifluoropropan-2-yl]oxy}benzyl)pyridine-3-carboxamide monomaleate